N-[[3-chloro-5-(2,7-dimethyl-4,5,6,7-tetrahydropyrazolo[3,4-c]pyridine-3-yl)phenyl]methyl]methanesulfonamide ClC=1C=C(C=C(C1)C=1N(N=C2C(NCCC21)C)C)CNS(=O)(=O)C